ClC=1C(=C2C(=C(N=C(C2=CN1)N1CC2CCC(C1)N2C(=O)OC(C)(C)C)C(CCO)C)C)F tert-butyl 3-[6-chloro-5-fluoro-3-(3-hydroxy-1-methyl-propyl)-4-methyl-2,7-naphthyridin-1-yl]-3,8-diazabicyclo[3.2.1]octane-8-carboxylate